C(C)(C)(C)OC(=O)N([C@@H](CCCNC(N)=N)C(=O)O)C(=O)OC(C)(C)C di-t-butoxycarbonyl-L-arginine